(S)-1-[(S)-1-[(4-{[1-(3-Butenyl)-1H-imidazol-2-yl]methyl}-1-piperidyl)carbonyl]-3-methylbutyl]-3-isobutyl-2-piperazinone C(CC=C)N1C(=NC=C1)CC1CCN(CC1)C(=O)[C@H](CC(C)C)N1C([C@@H](NCC1)CC(C)C)=O